5-[3-{[(1R,4r)-4-aminocyclohexyl]methoxy}-4-(trifluoromethyl)phenyl]-1,3,4-oxadiazol-2(3H)-one NC1CCC(CC1)COC=1C=C(C=CC1C(F)(F)F)C1=NNC(O1)=O